METHYL-4-PYRIDINEACETALDEHYDE CC1=NC=CC(=C1)CC=O